tert-butyl N-[2-(8,8-difluoro-6-azaspiro[2.5]octan-6-yl)-1-methyl-2-oxo-ethyl]carbamate FC1(CN(CCC12CC2)C(C(C)NC(OC(C)(C)C)=O)=O)F